2-amino-7-cyclopentyl-4-((4-hydroxybutyl)amino)-N,N-dimethyl-7H-pyrrolo[2,3-d]pyrimidine-6-carboxamide NC=1N=C(C2=C(N1)N(C(=C2)C(=O)N(C)C)C2CCCC2)NCCCCO